7-bromo-3-((3-oxo-3-((1-(2,2,2-trifluoroethyl)pyrroline-3-yl)oxy)propyl)amino)benzo[e][1,2,4]triazine-1,4-dioxide BrC1=CC2=C([N+](=C(N=[N+]2[O-])NCCC(OC2=CN(CC2)CC(F)(F)F)=O)[O-])C=C1